ethyl 3-(N-methylanilino)-3-oxo-propionate CN(C1=CC=CC=C1)C(CC(=O)OCC)=O